C1CCC12N(CCC2)CCNC(=O)C=2C=C(C(=NC2)C)NC(=O)C=2C=NN1C2SC(=C1)C1=C2N(N=C1)CCC2 N-(5-((2-(5-azaspiro[3.4]octan-5-yl)ethyl)carbamoyl)-2-methylpyridin-3-yl)-2-(5,6-dihydro-4H-pyrrolo[1,2-b]pyrazol-3-yl)pyrazolo[5,1-b]thiazole-7-carboxamide